N1=NC(=CC2=C1C1=C(CCC2)C=CC=C1)N1N=C(N=C1N)NC1=CC=C(C=C1)OC1CN(CCC1)C 1-(6,7-dihydro-5H-benzo[6,7]cyclohepta[1,2-c]pyridazin-3-yl)-N3-(4-(1-methylpiperidin-3-yl-oxy)phenyl)-1H-1,2,4-triazole-3,5-diamine